1-(5-(4-methoxyquinazolin-6-yl)pyrrolo[2,1-f][1,2,4]triazin-2-yl)-N4-methylcyclohexane-1,4-diamine COC1=NC=NC2=CC=C(C=C12)C=1C=CN2N=C(N=CC21)C2(CCC(CC2)NC)N